C(C1=CC=CC=C1)OC1=C(C=C2C(=CC=NC2=C1)OC1=C(C=C(C=C1)[N+](=O)[O-])F)OC 7-(benzyloxy)-4-(2-fluoro-4-nitrophenoxy)-6-methoxyquinoline